COC1=C(C=CC(=C1)OCCOC)NC1=CC=NC2=CC(=CC=C12)N1CC2(C1)CN(C2)C N-(2-methoxy-4-(2-methoxyethoxy)phenyl)-7-(6-methyl-2,6-diazaspiro[3.3]heptan-2-yl)quinolin-4-amine